tert-butyl (2S,4R)-2-((6-bromo-5-fluoro-3-methylpyridin-2-yl) carbamoyl)-4-fluoropyrrolidine-1-carboxylate BrC1=C(C=C(C(=N1)NC(=O)[C@H]1N(C[C@@H](C1)F)C(=O)OC(C)(C)C)C)F